(R)-tert-Butyl 4-methylcyclohex-3-enylcarbamate CC1=CC[C@@H](CC1)NC(OC(C)(C)C)=O